C[C@]1(C[C@H]2C([C@@H]([C@@]1(O)C)C2)(C)C)O (1s,3r,4s,5s)-3,4,6,6-tetramethylbicyclo[3.1.1]heptane-3,4-diol